3-nitro-4-(pyrrolidine-1-yl)benzoyl chloride [N+](=O)([O-])C=1C=C(C(=O)Cl)C=CC1N1CCCC1